(S)-2-(pyrrolidin-2-yl)-benzothiazole N1[C@@H](CCC1)C=1SC2=C(N1)C=CC=C2